1,4-bis((trimethylsilyl)oxy)cyclohexane-1,3-diene C[Si](OC1=CC=C(CC1)O[Si](C)(C)C)(C)C